4-methyl-3-((1-methyl-6-(pyrimidin-5-yl)-1H-pyrazolo[3,4-d]pyrimidin-4-yl)amino)-N-(3-(trifluoromethyl)phenyl)benzamide CC1=C(C=C(C(=O)NC2=CC(=CC=C2)C(F)(F)F)C=C1)NC1=C2C(=NC(=N1)C=1C=NC=NC1)N(N=C2)C